CC1C(C(CC(=C1)C)C)C=O 2,4,6-trimethylcyclohex-3-enecarbaldehyde